C(=O)O.N[C@H](C(=O)NCCNC(C1=C(C=C(C=C1)NC=1C=2N(C=CN1)C(=CN2)C2=C(C(=C(C=C2)OC)F)F)CC)=O)CCNC(=N)N N-[2-[[(2S)-2-amino-4-guanidino-butanoyl]amino]ethyl]-4-[[3-(2,3-difluoro-4-methoxyphenyl)imidazo[1,2-a]pyrazin-8-yl]amino]-2-ethylbenzamide formate